The molecule is the conjugate base of 3-hydroxy-3-methyl-2-oxopentanoic acid. It is a 2-oxo monocarboxylic acid anion, a hydroxy monocarboxylic acid anion and a branched-chain saturated fatty acid anion. It derives from a valerate. It is a conjugate base of a 3-hydroxy-3-methyl-2-oxopentanoic acid. CCC(C)(C(=O)C(=O)[O-])O